BrC=1C(=C(N(C1COC)CCNC(=O)OC(C)(C)C)C(=O)OCC)I ethyl 4-bromo-1-(2-((tert-butoxycarbonyl)amino)ethyl)-3-iodo-5-(methoxymethyl)-1H-pyrrole-2-carboxylate